5-carboxy-2-(1-ethyl)-3-methyl-1H-pyrazole C(=O)(O)C1=CC(N(N1)CC)C